N(=[N+]=[N-])C[C@H]([C@@H](O)[C@H]1[C@@H]([C@H](C[C@@](O1)(C(=O)O)SCC1=CC=C(C=C1)OCCC#C)O)NC(CO)=O)O (2S,4S,5R,6R)-6-((1R,2R)-3-azido-1,2-dihydroxypropyl)-2-((4-(but-3-yn-1-yloxy)benzyl)thio)-4-hydroxy-5-(2-hydroxyacetamido)tetrahydro-2H-pyran-2-carboxylic acid